ClC1=NC=C(C(=N1)Cl)Br 2,4-Dichloro-5-bromopyrimidine